1-benzyl 6-(t-butyl) 6-azaspiro[2.5]octane-1,6-dicarboxylate C1(CC12CCN(CC2)C(=O)OC(C)(C)C)C(=O)OCC2=CC=CC=C2